C[C@H](CCC=C)O (2R)-hex-5-en-2-ol